N-(5-(2-(8-oxa-3-azabicyclo[3.2.1]octan-3-yl)acetamido)-2-fluoropyridin-3-yl)-6-(1-methyl-1H-pyrazol-4-yl)pyrazolo[1,5-a]pyrazine-3-carboxamide C12CN(CC(CC1)O2)CC(=O)NC=2C=C(C(=NC2)F)NC(=O)C=2C=NN1C2C=NC(=C1)C=1C=NN(C1)C